2,4-dichlorophenoxyacetic acid, butyl ester ClC1=C(OCC(=O)OCCCC)C=CC(=C1)Cl